C(#N)C1=CC=C(C=C1)S(=O)(=O)NC1=CC(=CC=C1)[C@H](C1=C(C2=C(OC1=O)[C@@H](CCCCC2)CCC)O)C2CC2 |o1:18,26| 4-Cyano-N-[3-(R or S)-[cyclopropyl(5,6,7,8,9,10-hexahydro-4-hydroxy-2-oxo-(R or S)-10-propyl-2H-cycloocta[b]pyran-3-yl)methyl]phenyl]benzenesulfonamide